N1(CCCC1)CC=1C=C(N)C=CC1 3-(pyrrolidin-1-ylmethyl)aniline